1-(5-(difluoromethoxy)-2-fluoro-4-nitrophenyl)-4-methylpiperazine FC(OC=1C(=CC(=C(C1)N1CCN(CC1)C)F)[N+](=O)[O-])F